[Pb].[Y] Yttrium-lead